N-(5-(6-methoxyimidazo[1,2-a]pyridin-2-yl)-8-(methylamino)-2,7-naphthyridin-3-yl)cyclopropanecarboxamide allyl-(1R,6S)-2,2,6-trimethylcyclohexanecarboxylate C(C=C)OC(=O)[C@H]1C(CCC[C@@H]1C)(C)C.COC=1C=CC=2N(C1)C=C(N2)C2=C1C=C(N=CC1=C(N=C2)NC)NC(=O)C2CC2